ClC1=C(OC2=CC=C3C=CC(=CC3=C2)O[C@@H](C(=O)OC)C)C=CC(=C1)C(F)(F)F methyl (2R)-2-({7-[2-chloro-4-(trifluoromethyl)phenoxy]-2-naphthyl} oxy)propanoate